N1C(=NC=C1)C(=S)C=1NC=CN1 bis(1H-imidazol-2-yl)methanethione